6-bromo-3-((2,5-dimethoxypyridin-3-yl)methyl)-2-methoxyquinoline BrC=1C=C2C=C(C(=NC2=CC1)OC)CC=1C(=NC=C(C1)OC)OC